C(C)(CC)C1C2(COC(OC2)C)CCCC1 7-(sec-butyl)-3-methyl-2,4-dioxaspiro[5.5]undecane